tri-O-nonoyl-glycerol C(CCCCCCCC)(=O)OCC(OC(CCCCCCCC)=O)COC(CCCCCCCC)=O